1-methyl-4-(p-formylstyryl)-5-ethylpyridinium C[N+]1=CC=C(C(=C1)CC)C=CC1=CC=C(C=C1)C=O